ClC1=CC=C(OC2=CC=C(C=C2)[C@H]2SCC[C@H](NC2)CNC2=NC=NS2)C=C1 (2R,5S)-2-[4-(4-chlorophenoxy)phenyl]-5-[(1,2,4-thiadiazol-5-ylamino)methyl]-1,4-thiazepan